Cl.COC1=CC=C(C=C1)C1=NOC(=N1)N1CCC(CC1)C(=O)NCC1CNCC1 1-(3-(4-methoxyphenyl)-1,2,4-oxadiazol-5-yl)-N-(pyrrolidin-3-ylmethyl)piperidine-4-carboxamide hydrochloride